OC=1C=CC(=NC1)NC(=O)N1CCC(CC1)C1=CC=CC=C1 N-(5-hydroxypyridin-2-yl)-4-phenylpiperidine-1-carboxamide